FC=1C(=NC(=CC1)F)C1=NN(C=C1NC(=O)C=1N=C(SC1)C=1C=NN(C1)C(CCC(=O)OC)=O)C1CCC(CC1)OCC methyl 4-(4-(4-((3-(3,6-difluoropyridin-2-yl)-1-((1r,4r)-4-ethoxycyclohexyl)-1H-pyrazol-4-yl)carbamoyl)thiazol-2-yl)-1H-pyrazol-1-yl)-4-oxobutanoate